N1CC1.O1C=NCC1 oxazoline-ethylenimine